methyl 2-(3-chlorophenyl)-2-((7-methoxy-6-(piperidin-4-yloxy)quinazolin-4-yl)amino)acetate ClC=1C=C(C=CC1)C(C(=O)OC)NC1=NC=NC2=CC(=C(C=C12)OC1CCNCC1)OC